N=1N(N=CC1)C=1C=NC(=NC1)CN1C(C(N(CC1)C1CCCC1)=O)=O 1-((5-(2H-1,2,3-triazol-2-yl)pyrimidin-2-yl)methyl)-4-cyclopentylpiperazine-2,3-dione